C123OC=4CCCC(C4C(C4=CC=CC=C4O1)C3C(CCC2)=O)=O 2,16-dioxapentacyclo[7.7.5.01,21.03,8.010,15]henicosa-3(8),10,12,14-tetraene-7,20-dione